bis((2-(3,5-bis(trifluoromethyl)benzoyl)-1,1-dioxidobenzo[b]thiophen-3-yl)oxy)manganese FC(C=1C=C(C(=O)C2=C(C3=C(S2(=O)=O)C=CC=C3)O[Mn]OC=3C2=C(S(C3C(C3=CC(=CC(=C3)C(F)(F)F)C(F)(F)F)=O)(=O)=O)C=CC=C2)C=C(C1)C(F)(F)F)(F)F